2-isobutyl-4,7-dibromo-5,6-difluorobenzotriazol C(C(C)C)N1N=C2C(=N1)C(=C(C(=C2Br)F)F)Br